6-benzyl-7-chloro-4-((2S,3S,4R,5R,6R)-3,4,5-tris(benzyloxy)-6-((benzyloxy)formazanYl)tetrahydro-2H-pyran-2-yl)-2,3-dihydrobenzofuran C(C1=CC=CC=C1)C1=C(C2=C(CCO2)C(=C1)[C@@H]1O[C@@H]([C@H]([C@@H]([C@H]1OCC1=CC=CC=C1)OCC1=CC=CC=C1)OCC1=CC=CC=C1)C(N=NOCC1=CC=CC=C1)=NN)Cl